3-fluoro-N-(6-(1-methyl-1H-pyrazol-4-yl)isoquinolin-3-yl)-1-(oxetan-2-ylmethyl)azetidine-3-carboxamide FC1(CN(C1)CC1OCC1)C(=O)NC=1N=CC2=CC=C(C=C2C1)C=1C=NN(C1)C